NC1=C(SC=2N=C(SC21)C)C(=O)NC2CC=1C=CC(=NC1CC2)N2CCC1C2CNC1 6-amino-2-methyl-N-(2-{octahydropyrrolo[2,3-c]pyrrol-1-yl}-5,6,7,8-tetrahydroquinolin-6-yl)thieno[2,3-d][1,3]thiazole-5-carboxamide